C(C=C)(=O)[O-] 2-Propenoat